O1C(=NC=C1)N1CN=CC2(C1)C1N(C3=CC=CC=C3C2)CCOC1 (oxazol-2-yl)-2,4,4a,6-tetrahydro-1H,1'H-spiro[[1,4]oxazino[4,3-a]quinoline-5,5'-pyrimidine]